ClC=1NC=NN1 5-chloro-4H-1,2,4-triazol